4,6-dimethoxy-1,3,5-triazin-2-yl beta-galactopyranoside O([C@H]1[C@H](O)[C@@H](O)[C@@H](O)[C@H](O1)CO)C1=NC(=NC(=N1)OC)OC